tert-butyl 3-acetamido-5-(2-hydroxyethyl)-1H-indole-1-carboxylate tert-Butyl-3-acetamido-5-ethenylindole-1-carboxylate C(C)(C)(C)OC(=O)N1C=C(C2=CC(=CC=C12)C=C)NC(C)=O.C(C)(=O)NC1=CN(C2=CC=C(C=C12)CCO)C(=O)OC(C)(C)C